C1(CC1)N1N=CC=C1C1=C2C(=NC(=C1)N1[C@@H](COCC1)C)C(=NS2)C2=CC(=NN2)C (R)-4-(7-(1-cyclopropyl-1H-pyrazol-5-yl)-3-(3-methyl-1H-pyrazol-5-yl)isothiazolo[4,5-b]pyridin-5-yl)-3-methylmorpholine